C1=CC=NC=2C3=C(C=CC12)C1=CC=CC=C1C=C3 Naphtho[1,2-h]Quinoline